NC(C(CCC(=O)OC(C)(C)C)N1C(C2=CC=C(C=C2C1)C1N(CCSC1)C(=O)OC(C)(C)C)=O)=O tert-butyl 3-(2-(1-amino-5-(tert-butoxy)-1,5-dioxopentan-2-yl)-1-oxoisoindolin-5-yl)thiomorpholine-4-carboxylate